(7-Methoxy-1-methyl-1H-indazol-6-yl)carbamic acid tert-butyl ester C(C)(C)(C)OC(NC1=CC=C2C=NN(C2=C1OC)C)=O